N-(2-methoxy-4-(1H-pyrazol-4-yl)phenyl)-7-methylquinolin-4-amine COC1=C(C=CC(=C1)C=1C=NNC1)NC1=CC=NC2=CC(=CC=C12)C